dodecanoic acid monobenzyl ester C(C1=CC=CC=C1)OC(CCCCCCCCCCC)=O